FC=1C=CC=2C(N3C(=NC2C1)CCC3)=O 6-fluoro-2,3-dihydropyrrolo[2,1-b]quinazolin-9(1H)-one